tert-Butyl 4-(4-(1-(4-(((R)-1-hydroxy-4-methylpentan-2-yl)amino)-6-(methylsulfonamido)-1,3,5-triazin-2-yl)propan-2-yl)phenyl)piperazine-1-carboxylate OC[C@@H](CC(C)C)NC1=NC(=NC(=N1)NS(=O)(=O)C)CC(C)C1=CC=C(C=C1)N1CCN(CC1)C(=O)OC(C)(C)C